COCOC=1C=C(C=CC1B1OC(C(O1)(C)C)(C)C)C1=CC2=CN(N=C2C=C1)C 5-(3-(methoxymethoxy)-4-(4,4,5,5-tetramethyl-1,3,2-dioxaborolan-2-yl)phenyl)-2-methyl-2H-indazole